2,2,3,3,3-pentafluoroPropylamine FC(CN)(C(F)(F)F)F